CC/C=C\\C[C@@H](/C=C/[C@H]1[C@@H](C[C@@H]([C@@H]1C/C=C\\CCCC(=O)[O-])O)O)O The molecule is a prostaglandin carboxylic acid anion that is the conjugate base of prostaglandin F3alpha, obtained by deprotonation of the carboxy group; major species at pH 7.3. It is a conjugate base of a prostaglandin F3alpha.